O.P(=O)([O-])([O-])[O-].[Mn+3] Manganese (III) phosphate monohydrate